(S)-quinuclidin-3-yl (6'-(3-isopropylphenyl)-3',4'-dihydro-1'H-spiro[cyclopropane-1,2'-naphthalen]-1'-yl)carbamate C(C)(C)C=1C=C(C=CC1)C=1C=C2CCC3(C(C2=CC1)NC(O[C@@H]1CN2CCC1CC2)=O)CC3